N1(N=CC=C1)CC1=C(C(=C(C#N)C(=C1)F)OC)Cl 4-((1H-pyrazol-1-yl)methyl)-3-chloro-6-fluoro-2-methoxybenzonitrile